(E)-phenethyl 3-(naphthalen-2-yl)acrylate C1=C(C=CC2=CC=CC=C12)/C=C/C(=O)OCCC1=CC=CC=C1